N-((5-cyclohexylpyrazin-2-yl)methyl)-2,2,2-trifluoro-N-(5-fluoro-1-trityl-1H-indazol-6-yl)acetamide C1(CCCCC1)C=1N=CC(=NC1)CN(C(C(F)(F)F)=O)C1=C(C=C2C=NN(C2=C1)C(C1=CC=CC=C1)(C1=CC=CC=C1)C1=CC=CC=C1)F